ethyl 1-methyl-2-oxo-cyclopentanecarboxylate CC1(C(CCC1)=O)C(=O)OCC